(R)-1-chloro-3-(2-chloro-4-(2-(4-((R)-2-hydroxy-3-(piperazin-1-yl)propoxy)phenyl)propan-2-yl)phenoxy)propan-2-ol ClC[C@@H](COC1=C(C=C(C=C1)C(C)(C)C1=CC=C(C=C1)OC[C@@H](CN1CCNCC1)O)Cl)O